1,3-bis[2-(4-tert-butylphenyl)-1,3,4-Oxadiazole-5-yl]benzene C(C)(C)(C)C1=CC=C(C=C1)C=1OC(=NN1)C1=CC(=CC=C1)C1=NN=C(O1)C1=CC=C(C=C1)C(C)(C)C